FC1=NC=CC=C1OCCCC=1N=NN(C1)[C@H](C(=O)N1[C@@H](C[C@H](C1)O)C(=O)NC)C(C)(C)C (2S,4r)-1-[(2S)-2-[4-[3-[(2-fluoro-3-pyridinyl)oxy]propyl]triazol-1-yl]-3,3-dimethyl-butyryl]-4-hydroxy-N-methyl-pyrrolidine-2-carboxamide